allyl bis(trifluoromethyl) phosphate P(=O)(OCC=C)(OC(F)(F)F)OC(F)(F)F